4-amino-3-(3,5-difluorophenyl)butanoic acid methyl ester COC(CC(CN)C1=CC(=CC(=C1)F)F)=O